C(#C)C1=CC=C2C(=NN(C2=C1)CC1=CC=C(C=C1)OC)\C=C\C1=CC=NC=C1 (E)-6-ethynyl-1-(4-methoxybenzyl)-3-(2-(pyridin-4-yl)vinyl)-1H-indazole